3-(4-(6'-fluoro-2'-oxospiro[cyclopropane-1,3'-indoline]-1'-yl)phenyl)propionic acid FC1=CC=C2C3(C(N(C2=C1)C1=CC=C(C=C1)CCC(=O)O)=O)CC3